FC1=CC=CC2=C1S(CC1=C2N(N=C1C1=NC=C2CO[C@H](CN21)C)C2=CC=C(C=C2)CN2CCOCC2)(=O)=O (S)-6-fluoro-3-(6-methyl-5,6-dihydro-8H-imidazo[5,1-c][1,4]oxazin-3-yl)-1-(4-(morpholinomethyl)phenyl)-1,4-dihydrothiochromeno[4,3-c]pyrazole 5,5-dioxide